N-(4-((2-cyclopropanecarboxamido)pyridin-4-yl)oxy-3-fluorophenyl)-1-phenyl-5-(trifluoromethyl)-1H-imidazole-4-carboxamide C1C(C1)C(=O)NC1=NC=CC(=C1)OC1=C(C=C(C=C1)NC(=O)C=1N=CN(C1C(F)(F)F)C1=CC=CC=C1)F